N1=NC=CC=C1C(=O)N Pyridazine-6-carboxamide